N4-cyclopropyl-3-methyl-N6-[1-(2-methylsulfonylethyl)indazol-4-yl]-1H-pyrazolo[3,4-d]pyrimidine-4,6-diamine C1(CC1)NC1=C2C(=NC(=N1)NC1=C3C=NN(C3=CC=C1)CCS(=O)(=O)C)NN=C2C